BrNS([O-])(=O)=O.[Na+] SODIUM BROMOSULFAMATE